COC=1C=C(CNC(CSC=2NC=C(N2)C(=O)OCC)=O)C=CC1OC ethyl 2-((2-((3,4-dimethoxybenzyl) amino)-2-oxoethyl) thio)-1H-imidazole-4-carboxylate